tert-butyl N-[[7-[5-(1-cyano-3-fluoro-2-naphthyl)-1-methyl-pyrazol-4-yl]-4-oxo-3H-phthalazin-1-yl]methyl]carbamate C(#N)C1=C(C(=CC2=CC=CC=C12)F)C1=C(C=NN1C)C1=CC=C2C(NN=C(C2=C1)CNC(OC(C)(C)C)=O)=O